1-(4-(1-(piperidin-4-ylmethyl)piperidin-4-yl)phenyl)dihydropyrimidine-2,4(1H,3H)dione hydrochloride Cl.N1CCC(CC1)CN1CCC(CC1)C1=CC=C(C=C1)N1C(NC(CC1)=O)=O